2-(o-Tolyl)-1H-benzo[d]imidazole-4-carboxamide C1(=C(C=CC=C1)C1=NC2=C(N1)C=CC=C2C(=O)N)C